dibutylethanolamine acetic acid salt C(C)(=O)O.C(CCC)N(CCO)CCCC